4-(4-chlorophenyl)-6-ethoxypyrido[2,3-b]pyrazine-2,3(1H,4H)-dione ClC1=CC=C(C=C1)N1C2=C(NC(C1=O)=O)C=CC(=N2)OCC